COC=1C=CC2=C(CC(N2)=O)C1 5-Methoxybenzo[d]Azol-2(3H)-one